propyl ethylene sulfate S(=O)(=O)(O)O.C(CC)C=C